O1C=CC2=C1C=CC(=C2)C2=NN1C(N(C(=C(C1=O)N1CCNCC1)CC)CC(=O)NC1=CC=C(C=C1)S(F)(F)(F)(F)F)=N2 2-(2-(Benzofuran-5-yl)-5-ethyl-7-oxo-6-(piperazin-1-yl)-[1,2,4]triazolo[1,5-a]pyrimidin-4(7H)-yl)-N-(4-(pentafluoro-λ6-sulfanyl)phenyl)acetamide